C(C)(C)(C)OC(NCCC1=CC(=CC=C1)NC1=NC(=C(N=C1C(N)=O)C)Cl)=O (3-((3-Carbamoyl-6-chloro-5-methylpyrazin-2-yl)amino)phenethyl)carbamic acid tert-butyl ester